3-(naphthalen-2-ylmethoxy)-2,3-dihydrothiophene 1,1-dioxide C1=C(C=CC2=CC=CC=C12)COC1CS(C=C1)(=O)=O